(2s,4r)-2-((4-chlorobenzyl) carbamoyl)-4-hydroxypyrrolidine-1-carboxylate ClC1=CC=C(CNC(=O)[C@H]2N(C[C@@H](C2)O)C(=O)[O-])C=C1